[S-]C#N THIOCYANATE